4-(2-hydroxy-1,1-dimethyl-ethyl)-2-methyl-5-(trifluoromethyl)phenol OCC(C)(C)C1=CC(=C(C=C1C(F)(F)F)O)C